1,3,5-octanetriol C(CC(CC(CCC)O)O)O